FC(C1CCC(CN1)NC=1N=NC=CC1)(F)F N-(6-(trifluoromethyl)piperidin-3-yl)pyridazin-3-amine